N-((R)-3-methoxy-1-oxo-1-(((R)-4-phenyl-1-(4,4,5,5-tetramethyl-1,3,2-dioxaborolan-2-yl)butyl)amino)propan-2-yl)-6-methylpicolinamide COC[C@H](C(N[C@@H](CCCC1=CC=CC=C1)B1OC(C(O1)(C)C)(C)C)=O)NC(C1=NC(=CC=C1)C)=O